FC1(CCC(CC1)C1=NC=CC(=C1NC(=O)C=1C=NC(=NC1)OCC1OCC1)C1=C(C=CC(=C1)F)F)F N-(2-(4,4-difluorocyclohexyl)-4-(2,5-difluorophenyl)pyridin-3-yl)-2-(oxetan-2-ylmethoxy)pyrimidine-5-carboxamide